BrC=1C=C2C(=NC1)C(C(N2C2CC(C2)(C)N2C[C@H](CC2)F)=O)(C)C 6-bromo-1-((1s,3s)-3-((R)-3-fluoropyrrolidin-1-yl)-3-methylcyclobutyl)-3,3-dimethyl-1,3-dihydro-2H-pyrrolo[3,2-b]pyridin-2-one